2,2-Difluoro-N-{4-[6-(1-hydroxybutyl)-4-methylpyridin-3-yl]imidazo[1,2-a]1,6-naphthyridin-8-yl}cyclopropane-1-carboxamide FC1(C(C1)C(=O)NC1=NC=C2C=C(C=3N(C2=C1)C=CN3)C=3C=NC(=CC3C)C(CCC)O)F